4-oxo-3-[((9H-fluoren-9-ylmethyl)oxycarbonyl)amino]-1-butanal O=CC(CC=O)NC(=O)OCC1C2=CC=CC=C2C=2C=CC=CC12